(2R,3R,4R,5S,6R)-5-((8-bromooctyl)oxy)-6-(hydroxymethyl)tetrahydro-2H-pyran-2,3,4-triol BrCCCCCCCCO[C@H]1[C@@H]([C@H]([C@@H](O[C@@H]1CO)O)O)O